COC=1C(=C2C=CN(C2=C(C1)C)C(=O)OCCCC)CN1C(CN(C2(CC2)C1)C)C1=CC=C(C=C1)C(=O)OC Butyl 5-methoxy-4-((6-(4-(methoxycarbonyl)phenyl)-4-methyl-4,7-diazaspiro[2.5]octan-7-yl)methyl)-7-methyl-1H-indole-1-carboxylate